Ethyl 1-(2,4-Dichlorophenyl)-4-Methyl-5-(((Trifluoromethyl)Sulphonyl)Oxy)-1H-Pyrazole-3-Carboxylate ClC1=C(C=CC(=C1)Cl)N1N=C(C(=C1OS(=O)(=O)C(F)(F)F)C)C(=O)OCC